ClC=1C=C2C(=NC(=NC2=C(C1C1=C(C=CC=C1O)F)F)OCCN1CCC(CC1)F)N1CCN(CC1)C(C=C)=O 1-(4-(6-chloro-8-fluoro-7-(2-fluoro-6-hydroxyphenyl)-2-(2-(4-fluoro-piperidin-1-yl)ethoxy)quinazolin-4-yl)piperazin-1-yl)prop-2-en-1-one